methyl (2S)-4-((tert-butoxycarbonyl) amino)-1,6-dimethylpiperidine-2-carboxylate C(C)(C)(C)OC(=O)NC1C[C@H](N(C(C1)C)C)C(=O)OC